O=C1COC2=C(N1)C=C(C=C2)C(=O)N 3-oxo-3,4-dihydro-2H-1,4-benzoxazine-6-carboxamide